C1(CC1)C1=CNC=2N=C(N=C(C21)OC=2C=C(C=CC2)NC(C=C)=O)NC2=CC=C(C=C2)N2CCN(CC2)C N-(3-((5-cyclopropyl-2-((4-(4-methylpiperazin-1-yl)phenyl)amino)-7H-pyrrolo[2,3-d]pyrimidin-4-yl)oxy)phenyl)acrylamide